C(CCCCC)C1=C(SC=C1)C1=CC=C(C=C(C#N)C#N)C=C1 2-(4-(3-hexylthiophene-2-yl)benzylidene)malononitrile